ClC1=CC=C(C=C1)C(=C)CC1=CC=CC=C1 2-(4-chlorophenyl)-3-phenyl-1-propene